N-glycidoxymethyl-maleimide C(C1CO1)OCN1C(C=CC1=O)=O